5-(2-amino-[1,2,4]triazolo[1,5-a]pyridin-7-yl)-N-((1R,2S)-2-(3,4-difluorophenyl)cyclopropyl)-1-methyl-1H-indole-3-carboxamide NC1=NN2C(C=C(C=C2)C=2C=C3C(=CN(C3=CC2)C)C(=O)N[C@H]2[C@@H](C2)C2=CC(=C(C=C2)F)F)=N1